C(#N)C1=C(C=C(C=C1)N1CCC(CC1)C1=CC=C(OCCCN2CCN(CC2)C(=O)OC(C)(C)C)C=C1)C(F)F tert-butyl 4-(3-(4-(1-(4-cyano-3-(difluoromethyl)-phenyl)piperidin-4-yl)phenoxy)propyl)piperazine-1-carboxylate